C(=O)([O-])C(O)C(O)C(=O)[O-].[Al+3].[Zn+2].CC(CCC)=O.C(=O)(O)C1=CC=CC=C1 o-carboxybenzene-n-pentanone zinc-aluminum tartrate